4-[(1S,4R,5R)-5-{[5-cyclopropyl-3-(2,6-dichlorophenyl)-1,2-oxazol-4-yl]methoxy}-3-oxo-2-azabicyclo[2.2.1]heptan-2-yl]-2-fluoro-N-(oxolane-3-sulfonyl)benzamide C1(CC1)C1=C(C(=NO1)C1=C(C=CC=C1Cl)Cl)CO[C@H]1[C@@H]2C(N([C@H](C1)C2)C2=CC(=C(C(=O)NS(=O)(=O)C1COCC1)C=C2)F)=O